CC1=CC=C(C=C1)NC1=NC=CC(=N1)C=1C=NC2=CC=CC=C2C1 N-(4-methylphenyl)-4-quinolin-3-ylpyrimidin-2-amine